CC=1C=CC=C2C=CC=C(C12)C1CC=2N=C(N=C(C2CO1)N1C[C@@H](NCC1)CC#N)OCC12CCCN2CCC1 2-((2S)-4-(7-(8-methylnaphthalen-1-yl)-2-((tetrahydro-1H-pyrrolizin-7a(5H)-yl)methoxy)-7,8-dihydro-5H-pyrano[4,3-d]pyrimidin-4-yl)piperazin-2-yl)acetonitrile